(7S)-7-tert-butyl-N-[(1R)-3-(4-hydroxypiperidin-1-ium-1-yl)-1-(4-thiazol-5-ylphenyl)propyl]-5,6,7,8-tetrahydrothiazolo[5,4-b]quinoline-2-carboxamide C(C)(C)(C)[C@@H]1CC=2C=C3C(=NC2CC1)SC(=N3)C(=O)N[C@H](CC[NH+]3CCC(CC3)O)C3=CC=C(C=C3)C3=CN=CS3